(4-(3,7-dibromo-10H-phenothiazin-10-yl) butyl) phosphate P(=O)(OCCCCN1C2=CC=C(C=C2SC=2C=C(C=CC12)Br)Br)([O-])[O-]